ClC1=CC=C2C(CO[C@]3(C[C@@H](NCC3)C)C2=C1)(F)F (1R,2'S)-7-chloro-4,4-difluoro-2'-methyl-spiro[isochromane-1,4'-piperidine]